COC(=O)C=1SC(=CC1B(O)O)C1=CC=CC=C1 2-(METHOXYCARBONYL)-5-PHENYLTHIOPHEN-3-YLBORONIC ACID